5-chloro-3-methyl-2-[1-methyl-5-[methyl-[(3R)-pyrrolidin-3-yl]amino]imidazo[4,5-b]pyrazin-2-yl]phenol ClC=1C=C(C(=C(C1)O)C1=NC=2C(=NC=C(N2)N([C@H]2CNCC2)C)N1C)C